Bis(ethylamino)diethylsilane C(C)N[Si](CC)(CC)NCC